2,3-dihydro-1H-indol N1CCC2=CC=CC=C12